FC1=C(C=CC(=C1)F)CNCC(=O)N1CC(CCC1)C=1C=C(C(=O)N[C@@H](C(=O)NC)C2CCCCC2)C=CC1 |r| 3-[1-[2-[(2,4-difluorophenyl)methylamino]acetyl]-3-piperidyl]-N-[rac-(1R)-1-cyclohexyl-2-(methylamino)-2-oxo-ethyl]benzamide